The molecule is an alpha-bromoketone that is acetophenone substituted by a bromo group at position 2. It has a role as a metabolite. It is an alpha-bromoketone and a member of acetophenones. C1=CC=C(C=C1)C(=O)CBr